5-(2-((cis-3-methoxycyclobutyl)amino)-7H-pyrrolo[2,3-d]pyrimidin-5-yl)-N-(1-methylpiperidin-4-yl)pyrazolo[1,5-a]pyridine-3-carboxamide CO[C@H]1C[C@H](C1)NC=1N=CC2=C(N1)NC=C2C2=CC=1N(C=C2)N=CC1C(=O)NC1CCN(CC1)C